C1CCCCCCCCCCC1=O Cyclododecan-12-one